ketopantothenic acid O=C(C(=O)O)CNC([C@H](O)C(C)(C)CO)=O